O=C([C@H](O)[C@@H](O)CO)[O-] L-Threonate